CN(CCC=1C(=CC(=C2CN(CC12)CCC1=CC=CC=C1)OC)O)C 7-(2-(dimethylamino)ethyl)-6-hydroxy-4-methoxy-2-phenethylisoindoline